5-(8-methyl-5-oxa-2,8-diazaspiro[3.5]non-2-yl)quinazolin-4-amine CN1CCOC2(CN(C2)C2=C3C(=NC=NC3=CC=C2)N)C1